5-Amino-2-fluoro-4-pyridinecarboxylic acid NC=1C(=CC(=NC1)F)C(=O)O